CCCCC/C=C\\C/C=C\\C=C\\C=C\\[C@@H]([C@H](CCCC(=O)O)O)O The molecule is a leukotriene compound having double bonds in the 7-, 9-, 11- and 14-positions and 5(S)- and 6(S)-hydroxy substituents. It has a role as a Saccharomyces cerevisiae metabolite. It is a leukotriene and a dihydroxyicosatetraenoic acid. It derives from an icosa-7,9,11,14-tetraenoic acid.